Tert-butyl (2R)-2-(bromomethyl)morpholine-4-carboxylate BrC[C@H]1CN(CCO1)C(=O)OC(C)(C)C